Cl.N(CCO)CCO diethanolamine-HCl